N-(2,4,6-trimethylbenzenesulfonyl)-N-(4-((2-(pyrrolidin-1-yl)pyrimidin-4-yl)amino)phenyl)glycine CC1=C(C(=CC(=C1)C)C)S(=O)(=O)N(CC(=O)O)C1=CC=C(C=C1)NC1=NC(=NC=C1)N1CCCC1